4-(6-chloro-3-methyl-Pyrazolo[4,3-c]pyridin-1-yl)-3-(difluoromethoxy)aniline ClC1=CC2=C(C=N1)C(=NN2C2=C(C=C(N)C=C2)OC(F)F)C